C(C)(C)C1=NC(=CC=C1C=1C=C(C(N(C1)C)=O)C)N1CCN(CC1)CC1=NC=C(C=N1)N1CCNCC1 5-[2-isopropyl-6-[4-[(5-piperazin-1-ylpyrimidin-2-yl)methyl]piperazin-1-yl]-3-pyridinyl]-1,3-dimethyl-pyridin-2-one